N-(1-(cyanomethyl)cyclopropyl)-4-(4-((3-ethyl-9-fluoro-2-oxo-2,3-dihydro-1H-pyrimido[4,5,6-de]quinazolin-8-yl)methyl)piperazin-1-yl)-3-fluorobenzamide C(#N)CC1(CC1)NC(C1=CC(=C(C=C1)N1CCN(CC1)CC1=CC=2C3=C(N(C(NC3=C1F)=O)CC)N=CN2)F)=O